C1(CC1)C=1C(=CC(N2[C@@H](CSC12)C(=O)O)=O)CNC1=C(C(=CC=C1)C)C (3R)-7-Cyclopropyl-4-oxo-6-[(2,3-xylidino)methyl]-1-thia-3a-aza-3-indancarboxylic acid